4-((7-((1-(methylsulfonyl)piperidin-4-yl)amino)-2-phenyl-1H-indol-5-yl)methyl)thiomorpholine CS(=O)(=O)N1CCC(CC1)NC=1C=C(C=C2C=C(NC12)C1=CC=CC=C1)CN1CCSCC1